3-(2,4-difluorophenoxy)-2-hydroxycyclohepta-2,4,6-trien-1-one FC1=C(OC2=C(C(C=CC=C2)=O)O)C=CC(=C1)F